C(C)(=O)N1[C@H](CCC2=CC(=CC=C12)C1=CC=C(CNC(=O)C2=NN3C(C(=NC(=C3)C=3C=NC(=NC3)N)N3CCOCC3)=N2)C=C1)C (S)-N-(4-(1-Acetyl-2-methyl-1,2,3,4-tetrahydroquinolin-6-yl)benzyl)-6-(2-aminopyrimidin-5-yl)-8-morpholino-[1,2,4]triazolo[1,5-a]pyrazine-2-carboxamide